C(C)C1=NC(=CC=C1N1C[C@@H](CC1)[C@H](C(=O)OC)C)C=1N=NN(C1CO)C methyl (2R)-2-[(3S)-1-{2-ethyl-6-[5-(hydroxymethyl)-1-methyl-1H-1,2,3-triazol-4-yl]pyridin-3-yl}pyrrolidin-3-yl]propanoate